[Au]Cl.C(C)(C)(C)P(C1=NC2=CC=CC=C2N=C1P(C)C(C)(C)C)C.C(C)(C)(C)P(C1=NC2=CC=CC=C2N=C1P(C)C(C)(C)C)C bis(2,3-bis(t-butylmethylphosphino)quinoxaline) gold (I) chloride